2,6-diaminohexenyl-beta-alanine NC(=CNCCC(=O)O)CCCCN